CC1=CC=C(CN2N=C3N([C@H](CCC3)C(=O)N3CCCC3)C2=O)C=C1 |r| (5RS)-2-(4-Methylbenzyl)-5-(pyrrolidin-1-ylcarbonyl)-5,6,7,8-tetrahydro[1,2,4]triazolo[4,3-a]pyridin-3(2H)-on